ClC=1C=CC(=C(C(=O)NC2=CC(=CC(=C2)C(F)(F)F)N2CCOCC2)C1)O 5-chloro-2-hydroxy-N-(3-morpholino-5-(trifluoromethyl)phenyl)benzamide